4'-chloro-4-[(trityl)thio]-1,1'-biphenyl ClC1=CC=C(C=C1)C1=CC=C(C=C1)SC(C1=CC=CC=C1)(C1=CC=CC=C1)C1=CC=CC=C1